tert-butyl N-[2-[5-[1-benzyloxy-1-(trifluoromethyl)pent-4-enyl]-1,3,4-oxadiazol-2-yl]-6-but-3-enylsulfonyl-5-(trifluoromethyl)-3-pyridyl]carbamate C(C1=CC=CC=C1)OC(CCC=C)(C(F)(F)F)C1=NN=C(O1)C1=NC(=C(C=C1NC(OC(C)(C)C)=O)C(F)(F)F)S(=O)(=O)CCC=C